(R)-N-(5-((3,9-diazaspiro[5.5]undecan-3-yl)methyl)pyridin-2-yl)-5-fluoro-4-(5-fluoro-1-methyl-2,3-dihydro-1H-benzo[d]pyrrolo[1,2-a]imidazol-7-yl)pyrimidin-2-amine C1CN(CCC12CCNCC2)CC=2C=CC(=NC2)NC2=NC=C(C(=N2)C2=CC1=C(N=C3N1[C@@H](CC3)C)C(=C2)F)F